C(#N)C1(CN(C1)C(=O)OC(C)(C)C)C(=O)N1CCN(CC1)C1=NC=C(C=N1)C(F)(F)F tert-butyl 3-cyano-3-(4-(5-(trifluoromethyl)pyrimidin-2-yl)piperazine-1-carbonyl)azetidine-1-carboxylate